8-amino-N-(cyclopropylmethyl)-5-(4-(1-(2-(dimethylamino)-2-oxoethyl)-1H-pyrazol-4-yl)phenyl)-1,7-naphthyridine-3-carboxamide NC=1N=CC(=C2C=C(C=NC12)C(=O)NCC1CC1)C1=CC=C(C=C1)C=1C=NN(C1)CC(=O)N(C)C